3-ethynylazetidine-1-carbaldehyde C(#C)C1CN(C1)C=O